(R)-4-((3S,8S,9S,10R,13R,14S,17R)-3-ethyl-3-hydroxy-10,13-dimethyl-2,3,4,7,8,9,10,11,12,13,14,15,16,17-tetradecahydro-1H-cyclopenta[a]phenanthren-17-yl)pentanal C(C)[C@@]1(CC[C@@]2([C@H]3CC[C@@]4([C@H](CC[C@H]4[C@@H]3CC=C2C1)[C@@H](CCC=O)C)C)C)O